OC1=C(C(=CC(=C1S(=O)(=O)NC(C1=CC=C(C=C1)C(F)(F)F)=O)CCCCC)O)C1=CC(=CC=C1)C N-((2,6-dihydroxy-3'-methyl-4-pentyl-[1,1'-biphenyl]-3-yl)sulfonyl)-4-(trifluoromethyl)benzamide